FC1=CC=C(C=C1)NC(=O)C1(CC1)C(=O)O 1-(4-Fluoro-phenylcarbamoyl)-cyclopropanecarboxylic acid